2,2'-[methylenebis(o-phenylenoxymethylene)]dioxirane C(C1=C(C=CC=C1)OCC1OC1)C1=C(C=CC=C1)OCC1OC1